1-isopropyl-3-methyl-1,3-dihydro-2H-imidazo[4,5-c]cinnolin C(C)(C)N1CN(C=2N=NC=3C=CC=CC3C21)C